C(CCCCCCCCCCCCC)(=O)OCOC1=NC2=CC(=CC=C2C=C1)OCCCCN1CCN(CC1)C1=CC=CC=2SC=CC21 (7-(4-(4-(benzo[b]thiophen-4-yl)piperazin-1-yl)butoxy)quinolin-2-yloxy)methyl tetradecanoate